2-phenyl-propanol (R)-tert-butyl-3-((1-(N-(6-(cyclopentylmethoxy)-5-cyclopropylbenzo[d]isoxazol-3-yl)sulfamoyl)piperidin-4-yl)oxy)pyrrolidine-1-carboxylate C(C)(C)(C)[C@H]1N(CCC1OC1CCN(CC1)S(NC1=NOC2=C1C=C(C(=C2)OCC2CCCC2)C2CC2)(=O)=O)C(=O)OCC(C)C2=CC=CC=C2